4-(2-(4-(bis(oxiran-2-ylmethyl)amino)phenoxy)ethoxy)-N,N-bis(oxiran-2-ylmethyl)benzenamine O1C(C1)CN(C1=CC=C(OCCOC2=CC=C(C=C2)N(CC2OC2)CC2OC2)C=C1)CC1OC1